CC(C1=CC=CO1)O α-methylfurfuryl alcohol